SCCS(=O)(=O)C(C)C 2-(2-mercapto-ethylsulfonyl)-propane